(1R,3S)-3-(3-{[(1-methyl-1H-pyrazol-4-yl)acetyl]-amino}-1H-pyrazol-5-yl)-cyclopentyl (2S,4S)-2,4-dimethylazetidine-1-carboxylate C[C@@H]1N([C@H](C1)C)C(=O)O[C@H]1C[C@H](CC1)C1=CC(=NN1)NC(CC=1C=NN(C1)C)=O